4-(2-Ethyl-7-methylpyrazolo[1,5-a]pyrimidin-5-yl)piperazine-1-carboxylic acid tert-butyl ester C(C)(C)(C)OC(=O)N1CCN(CC1)C1=NC=2N(C(=C1)C)N=C(C2)CC